Phenanthramide C1(=CC=CC=2C3=CC=CC=C3C=CC12)C(=O)N